N1(CCCC2=CC=CC=C12)CCCCCC1=CC=C(C(=N1)C(=O)[O-])O 6-(5-(3,4-dihydro-quinolin-1(2H)-yl) pentyl)-3-hydroxypicolinate